C(C)(C)(C)N(C(O)=O)C1=CC=C2[C@H](CCC3(CC=4N=C(N=C(C4CO3)N3CCOCCC3)S(=O)(=O)C)C2=C1)C.BrC1=CC=C(OC=2C=NC=CC2)C=C1 3-(4-bromophenoxy)pyridine tert-butyl-((4S)-4-methyl-2'-(methylsulfonyl)-4'-(1,4-oxazepan-4-yl)-3,4,5',8'-tetrahydro-2H-spiro[naphthalene-1,7'-pyrano[4,3-d]pyrimidin]-7-yl)carbamate